NC[C@H](CO)NC(OCC1=CC=CC=C1)=O (R)-benzyl (1-amino-3-hydroxypropan-2-yl)carbamate